CN1N=NC(=C1C1=CC=2N(C=3C=C(C=CC3C2NC1=C=O)C(=O)O)C(C1CCOCC1)C1=CC=CC=C1)C 3-(1,4-dimethyl-1H-1,2,3-triazol-5-yl)-2-carbonyl-5-(phenyl-(tetrahydro-2H-pyran-4-yl)methyl)-2,5-dihydro-1H-pyrido[3,2-b]indole-7-carboxylic acid